5-(chroman-8-ylamino)-N-cyclobutyl-7-(methylamino)pyrazolo[1,5-a]pyrimidine-3-carboxamide O1CCCC2=CC=CC(=C12)NC1=NC=2N(C(=C1)NC)N=CC2C(=O)NC2CCC2